FC(C1=NC(=NO1)C1=CC=C(C(=O)N2CCN(CC2)C2=NC3=CC=CC=C3C(N2)=O)C=C1)(F)F 2-[4-[4-[5-(Trifluoromethyl)-1,2,4-oxadiazol-3-yl]benzoyl]piperazin-1-yl]-3H-quinazolin-4-one